P(=S)(OCCOC(C=C)=O)([O-])[O-] acryloxyethyl thiophosphate